6-Methylene-2,4-cyclohexadien C=C1C=CC=CC1